ClC1=C(C(=O)C2=CNC3=C2C2=C(NC([C@](N2)(C)COC)=O)C=N3)C=CC(=C1)OC1=CC(=CC=C1)OC (S)-9-(2-chloro-4-(3-methoxyphenoxy)benzoyl)-2-(methoxymethyl)-2-Methyl-1,2,4,7-tetrahydro-3H-pyrrolo[3',2':5,6]pyrido[3,4-b]pyrazin-3-one